N-((cis)-3-(2-cyano-5-fluorophenyl)cyclobutyl)-1-((S or R)-1-(4-methyl-6-((1R,5S)-2-oxo-3-azabicyclo[3.1.0]hexan-3-yl)pyridin-3-yl)ethyl)-1H-pyrazole-4-carboxamide C(#N)C1=C(C=C(C=C1)F)[C@H]1C[C@H](C1)NC(=O)C=1C=NN(C1)[C@@H](C)C=1C=NC(=CC1C)N1C([C@@H]2C[C@@H]2C1)=O |o1:21|